CNC(=O)C1=CC=C(C=N1)C=1C(CNCC1)(C)C N,3',3'-trimethyl-1',2',3',6'-tetrahydro-[3,4'-bipyridine]-6-carboxamide